C(C)C(COP(O)(=O)C1=CC=C(C=C1)CCCCCCCCC)CCCC (2-ethyl-hexyl)(p-nonyl-phenyl)phosphonic acid